C(N)(=O)C=1C=C2C=NN(C2=CC1OC1=CC=C(OCCNC(OC(C)(C)C)=O)C=C1)C tert-butyl N-[2-[4-(5-carbamoyl-1-methyl-indazol-6-yl)oxyphenoxy]ethyl]carbamate